4-((1S,4S)-4-((2-(3-((2-methoxy-4-(methyl-sulfonyl)phenyl)amino)prop-1-yn-1-yl)-1-(2,2,2-trifluoroethyl)-1H-indol-4-yl)amino)cyclohexyl)thiomorpholine 1-oxide COC1=C(C=CC(=C1)S(=O)(=O)C)NCC#CC=1N(C2=CC=CC(=C2C1)NC1CCC(CC1)N1CCS(CC1)=O)CC(F)(F)F